(2S)-2-[(6-chloro-4-iodopyridin-2-yl)amino]Propan-1-ol ClC1=CC(=CC(=N1)N[C@H](CO)C)I